C(CCCCCCCCCC)NC(=O)NCCCCCCCCCCC N,N'-diundecylurea